C(C1=CC=CC=C1)(=O)NS(=O)(=O)OC1=CC=CC=C1 BenzoylphenoxySulfonamide